N1=CN=C2NC=NC2=C1C=1C(=NC=CC1)NC=1C=CC(=C(C1)NC(C1=CC(=C(C=C1)C(F)(F)F)F)=O)F N-(5-(3-(9H-purin-6-yl)pyridin-2-ylamino)-2-fluorophenyl)-3-fluoro-4-(trifluoromethyl)benzamid